COC1=CC=C(CN(C2=CC(=C(C(=N2)C2=C(C=C3C(=NC(=NC3=C2F)F)N2CCC(CC2)C#N)Cl)I)C)CC2=CC=C(C=C2)OC)C=C1 1-(7-(6-(bis(4-methoxybenzyl)amino)-3-iodo-4-methylpyridin-2-yl)-6-chloro-2,8-difluoroquinazolin-4-yl)piperidine-4-carbonitrile